C12CN(CC(CC1)N2)CC=2C=C1C(N(C(C1=CC2)=O)C2C(NC(CC2)=O)=O)=O 5-((3,8-diazabicyclo[3.2.1]octan-3-yl)methyl)-2-(2,6-dioxopiperidin-3-yl)isoindoline-1,3-dione